C1(CC1)C=1C(=C2C=NNC(C2=CC1)=O)F 6-cyclopropyl-5-fluorophthalazin-1(2H)-one